(R)-1-((R)-2-hydroxy-1-phenylethyl)-5-methylpiperidin-2-one OC[C@@H](C1=CC=CC=C1)N1C(CC[C@H](C1)C)=O